3-(benzyloxy)-N-methylaniline C(C1=CC=CC=C1)OC=1C=C(NC)C=CC1